N-(5-(4-Methylpiperazin-1-yl)pyridin-2-yl)-4-(6-(pyrimidin-5-yl)imidazo[1,2-a]pyridin-3-yl)pyrimidin-2-amine CN1CCN(CC1)C=1C=CC(=NC1)NC1=NC=CC(=N1)C1=CN=C2N1C=C(C=C2)C=2C=NC=NC2